COCC(=O)OOC1=NN(C(=C1I)C=1C=NC(=CC1)F)C1=NC=CC(=C1S(=O)C)C methyl-({5-(6-fluoropyridin-3-yl)-4-iodo-1-[3-(methylsulfinyl)pyridin-2-yl]-1H-pyrazol-3-yl}oxy) (methoxy)acetate